tert-Butyl 8-(benzo[d]thiazol-2-yl)-3,8-diazabicyclo[3.2.1]octane-3-carboxylate S1C(=NC2=C1C=CC=C2)N2C1CN(CC2CC1)C(=O)OC(C)(C)C